O1C2=C(NCC1)C=NC=C2C=2OC1=C(C2)C=C(C=C1)C#N 2-(3,4-dihydro-2H-pyrido[4,3-b][1,4]oxazin-8-yl)benzofuran-5-carbonitrile